2-(2-(2-(2-Hydroxyethoxy)ethoxy)ethoxy)ethyl 2,3,4-tri-O-acetyl-β-D-xylopyranoside C(C)(=O)O[C@H]1[C@H](OCCOCCOCCOCCO)OC[C@H]([C@@H]1OC(C)=O)OC(C)=O